N-(6-((1H-Pyrazol-1-yl)methyl)-4-methoxybenzo[d]isoxazol-3-yl)-3-(4-((1-(2-(2,6-dioxopiperidin-3-yl)-1,3-dioxoisoindolin-5-yl)pyrrolidin-3-yl)methyl)piperazin-1-yl)benzenesulfonamide N1(N=CC=C1)CC1=CC2=C(C(=NO2)NS(=O)(=O)C2=CC(=CC=C2)N2CCN(CC2)CC2CN(CC2)C=2C=C3C(N(C(C3=CC2)=O)C2C(NC(CC2)=O)=O)=O)C(=C1)OC